(1-methoxy-2-methyl-1-oxopropane-2-oxy) indoline-1-carboxylate N1(CCC2=CC=CC=C12)C(=O)OOC(C(=O)OC)(C)C